2-(p-toluidinyl)-6-naphthalenesulfonic acid N(C1=CC=C(C=C1)C)C1=CC2=CC=C(C=C2C=C1)S(=O)(=O)O